5-(4-Fluoropyrazol-1-yl)-2-[5-[methyl(4-piperidyl)amino]thiazolo[5,4-d]thiazol-2-yl]pyridin-3-ol FC=1C=NN(C1)C=1C=C(C(=NC1)C=1SC=2N=C(SC2N1)N(C1CCNCC1)C)O